CNC1=NN=CS1 5-(methylamino)-1,3,4-thiadiazol